7-(2-(3,3-difluoropyrrolidin-1-yl)pyrimidin-5-yl)-2-(hydroxymethyl)-5,5-dimethyl-4-(methylamino)-5,7-dihydro-6H-pyrrolo[2,3-d]pyrimidin-6-one FC1(CN(CC1)C1=NC=C(C=N1)N1C(C(C2=C1N=C(N=C2NC)CO)(C)C)=O)F